4-((9-(4-(4-amino-1H-pyrazol-1-yl)piperidin-1-yl)nonyl)oxy)-2-(2,6-dioxopiperidin-3-yl)Isoindoline-1,3-dione NC=1C=NN(C1)C1CCN(CC1)CCCCCCCCCOC1=C2C(N(C(C2=CC=C1)=O)C1C(NC(CC1)=O)=O)=O